COP(OC)(=O)CCC(=O)NCO 3-[(hydroxymethyl)amino]-3-oxopropylphosphonic acid-dimethyl ester